Ethyl N-[(2-thioxo-1,2-dihydropyridin-3-yl) carbonyl]glycinate S=C1NC=CC=C1C(=O)NCC(=O)OCC